2-[2,3-difluoro-4-[8-[4-[4-[3-(hydroxymethyl)piperazine-1-carbonyl]piperidine-1-carbonyl]-3-methyl-anilino]imidazo[1,2-a]pyrazin-3-yl]phenoxy]acetonitrile FC1=C(OCC#N)C=CC(=C1F)C1=CN=C2N1C=CN=C2NC2=CC(=C(C=C2)C(=O)N2CCC(CC2)C(=O)N2CC(NCC2)CO)C